(R)-1-(4-(1-(2,2-difluoroethyl)-3-phenyl-1H-pyrazol-4-yl)-7-methoxyquinazolin-6-yl)ethan-1-ol FC(CN1N=C(C(=C1)C1=NC=NC2=CC(=C(C=C12)[C@@H](C)O)OC)C1=CC=CC=C1)F